C(C)(=O)N1[C@@H]2CN([C@@H]2CC1)C(=O)OC(C)(C)C tert-butyl (1r,5r)-2-acetyl-2,6-diazabicyclo[3.2.0]heptane-6-carboxylate